(1S,3R)-3-[[N-[tert-Butyl(dimethyl)silyl]-methyl-sulfonimidoyl]amino]-N-[4-(7-fluoro-3-isopropyl-benzimidazol-5-yl)-5-methyl-2-pyridyl]cyclohexanecarboxamide [Si](C)(C)(C(C)(C)C)N=S(=O)(C)N[C@H]1C[C@H](CCC1)C(=O)NC1=NC=C(C(=C1)C1=CC2=C(N=CN2C(C)C)C(=C1)F)C